CN1N=CC(=C1C1=NC(=NC=C1F)N1CCC(CC1)C(=O)N[C@H](CO)C1=CC=CC=C1)C (S)-1-(4-(1,4-dimethyl-1H-pyrazol-5-yl)-5-fluoropyrimidin-2-yl)-N-(2-hydroxy-1-phenylethyl)piperidine-4-carboxamide